(S)-3-(1-(3-(1-methyl-1H-pyrazol-4-yl)benzyl)-6'-oxo-1',2',6',8'-tetrahydro-7'H-spiro[piperidine-4,3'-pyrrolo[3,4-g]indol]-7'-yl)piperidine-2,6-dione CN1N=CC(=C1)C=1C=C(CN2CCC3(CNC4=C5C(=CC=C34)C(N(C5)[C@@H]5C(NC(CC5)=O)=O)=O)CC2)C=CC1